2-(3-hydroxy-2-pyridyl)-N-thiazol-2-yl-acetamide trifluoroacetate FC(C(=O)O)(F)F.OC=1C(=NC=CC1)CC(=O)NC=1SC=CN1